C1(CC1)C1=CN(C=2N=CN=C(C21)N2C[C@H](N(C[C@@H]2C)C(C(C)(C)C)=O)C)C2=CC(=CC=C2)F 1-((2R,5S)-4-(5-cyclopropyl-7-(3-fluorophenyl)-7H-pyrrolo[2,3-d]pyrimidin-4-yl)-2,5-dimethylpiperazin-1-yl)-2,2-dimethylpropan-1-one